2,6-bis(4-chloro-2-ethylphenyl)-4-(4-(4-methylphenyl)aminophenyl)pyridine ClC1=CC(=C(C=C1)C1=NC(=CC(=C1)C1=CC=C(C=C1)NC1=CC=C(C=C1)C)C1=C(C=C(C=C1)Cl)CC)CC